tert-Butyl (S)-(4-((4-(3-phenylisoxazolidin-2-yl)-5-(trifluoromethyl)pyrimidin-2-yl)amino)phenyl)carbamate C1(=CC=CC=C1)[C@H]1N(OCC1)C1=NC(=NC=C1C(F)(F)F)NC1=CC=C(C=C1)NC(OC(C)(C)C)=O